tert-butylimino-tris(pyrrolidinyl)phosphine C(C)(C)(C)N=P(N1CCCC1)(N1CCCC1)N1CCCC1